[N+](=O)([O-])C1=CC=C(C=C1)S(=O)(=O)N1[C@@H](C1)C([2H])([2H])[2H] (2R)-1-(4-nitrophenyl)sulfonyl-2-(trideuteriomethyl)aziridine